C(C)(C)(C)OC(=O)N1CC2(CC1)CC(=CC2)OS(=O)(=O)C(F)(F)F 7-(((trifluoromethyl)sulfonyl)oxy)-2-azaspiro[4.4]non-7-ene-2-carboxylic acid tert-butyl ester